ClC1=C(C(=C(S1)C([2H])([2H])NC1=CC(=NN1C(C(C)(C)C)=O)C=1C(N(C=CC1)CCC(=O)O)=O)[2H])[2H] 3-{3-[5-({[5-chloro(3,4-2H2)thiophen-2-yl](2H2)methyl}amino)-1-(2,2-dimethylpropanoyl)-1H-pyrazol-3-yl]-2-oxo-1,2-dihydropyridin-1-yl}propanoic acid